1-(4-(6-chloro-8-fluoro-7-(2-fluoro-6-hydroxyphenyl)-2-(2-(methyl-sulfonyl)ethoxy)quinazolin-4-yl)piperazin-1-yl)prop-2-en-1-one ClC=1C=C2C(=NC(=NC2=C(C1C1=C(C=CC=C1O)F)F)OCCS(=O)(=O)C)N1CCN(CC1)C(C=C)=O